ClC1=C(C=CC(=C1Cl)Cl)C(C)=O 2',3',4'-trichloroacetophenone